5-chloro-1-(1H-imidazol-1-ylmethyl)-1,3-dihydro-2H-indol-2-one ClC=1C=C2CC(N(C2=CC1)CN1C=NC=C1)=O